CC1(CNCCC1)C1=CC=CC=C1 3-methyl-3-phenylpiperidine